2-(3-(trifluoromethyl)phenyl)quinoline FC(C=1C=C(C=CC1)C1=NC2=CC=CC=C2C=C1)(F)F